1,1-dimethylethyl {(1R)-1-[({6-[(3-methyl-1,3-dihydro-2-benzofuran-4-yl)oxy]-3-pyridinyl}amino)carbonyl]propyl}carbamate CC1OCC2=C1C(=CC=C2)OC2=CC=C(C=N2)NC(=O)[C@@H](CC)NC(OC(C)(C)C)=O